(7-(4-(3-hydroxypropyl)-1,2,6-trimethyl-1H-benzo[d]imidazol-5-yl)-1H-indol-3-yl)(3,4,5-trifluorophenyl)methanone OCCCC1=C(C(=CC=2N(C(=NC21)C)C)C)C=2C=CC=C1C(=CNC21)C(=O)C2=CC(=C(C(=C2)F)F)F